(1R,2S)-2-[(8aS)-3-oxo-1,5,6,7,8,8a-hexahydroimidazo[1,5-a]pyrazin-2-yl]cyclopentanecarboxylic acid TFA salt OC(=O)C(F)(F)F.O=C1N(C[C@H]2N1CCNC2)[C@@H]2[C@@H](CCC2)C(=O)O